COC(=O)C1=NC(=CC(=N1)C1=C(C(=CC=C1C(F)F)Cl)F)O (3-chloro-6-(difluoromethyl)-2-fluorophenyl)-6-hydroxypyrimidine-2-carboxylic acid methyl ester